Kalium hydrogenfluorid F.[K]